(R)-2-(1-(2-hydroxyethyl)-1H-pyrazol-4-yl)-N-(2-methyl-5-(2-(2-methyl-piperidin-1-yl)acetamido)pyridin-3-yl)pyrazolo[5,1-b]thiazole-7-carboxamide OCCN1N=CC(=C1)C1=CN2C(S1)=C(C=N2)C(=O)NC=2C(=NC=C(C2)NC(CN2[C@@H](CCCC2)C)=O)C